2-[2-(2-chloroethoxy)ethoxy]ethoxypropyneDiamine Bis(phenolate) C1(=CC=CC=C1)[O-].C1(=CC=CC=C1)[O-].ClCCOCCOCCOC(C#C)(N)N